5-(6-chloro-5-(phenylsulfonylamino)pyridin-3-yl)-N,N-dimethylnicotinamide ClC1=C(C=C(C=N1)C=1C=NC=C(C(=O)N(C)C)C1)NS(=O)(=O)C1=CC=CC=C1